(2S,3S)-2-amino-3-(1H-indol-3-yl)hexanoic acid N[C@H](C(=O)O)[C@@H](CCC)C1=CNC2=CC=CC=C12